O=C1NC(CCC1N1C(N(C2=C1C=CC(=C2)C2CCN(CC2)CCNC(OC(C)(C)C)=O)C)=O)=O tert-butyl N-[2-[4-[1-(2,6-dioxo-3-piperidyl)-3-methyl-2-oxo-benzimidazol-5-yl]-1-piperidyl] ethyl]carbamate